5-(2-hydroxypropan-2-yl)-1-phenyl-1H-pyrazole OC(C)(C)C1=CC=NN1C1=CC=CC=C1